C(CC)(=O)OC(CN1CCC(CC1)NC1=C2C=C(N(C2=CC=C1)CC(F)(F)F)C#CCNC1=C(C=C(C=C1)S(=O)(=O)C)OC)COC(CC)=O 1-{4-[(2-{3-[(4-methanesulfonyl-2-methoxyphenyl) amino]prop-1-yn-1-yl}-1-(2,2,2-trifluoroethyl)-1H-indol-4-yl)amino] piperidin-1-yl}-3-(propanoyloxy)propan-2-yl propanoate